N,N'-diisobutyl-p-phenylenediamine C(C(C)C)NC1=CC=C(C=C1)NCC(C)C